O(C1=CC=CC=C1)CC1CO1 3-Phenoxy-1,2-epoxypropan